NC1=NN=NN1CC1=CC(=CC=C1)C=C 5-amino-1-(3-vinylbenzyl)-1H-tetrazole